4-bromo-2,3-difluoro-6-(hydroxymethyl)phenol BrC1=C(C(=C(C(=C1)CO)O)F)F